3-(trifluoromethoxy)phenylboronic acid FC(OC=1C=C(C=CC1)B(O)O)(F)F